4-propionoxy-2,2,6,6-tetramethylpiperidin-1-ol C(CC)(=O)OC1CC(N(C(C1)(C)C)O)(C)C